CC1CC2=C(NC=3C=CC=CC23)CCN1 2-methyl-1,2,3,4,5,6-hexahydroazepino[4,5-b]indole